CCCCCCCCCC(=O)OC[C@H](COP(=O)([O-])OCC[N+](C)(C)C)OC(=O)CCCCCCCCC The molecule is a 1,2-diacyl-sn-glycero-3-phosphocholine in which the acyl groups at positions 1 and 2 are specified as capryl (decanoyl). It is a 1,2-diacyl-sn-glycero-3-phosphocholine and a decanoate ester.